FC1=NN=C2C=CC=3C(=C12)C=C(N3)C3=C(C=CC=C3)C 1-fluoro-7-(o-tolyl)pyrrolo[3,2-e]indazol